BrC=1C=C(C=C2C(N(C(S2)=NN=C2C(NC3=CC=C(C=C23)Cl)=O)C2=CC=C(C=C2)C(C)(C)C)=O)C=CC1 3-(2-(5-(3-bromobenzylidene)-3-(4-tert-butylphenyl)-4-oxothiazolidin-2-ylidene)hydrazono)-5-chloroindol-2-one